FC(C1=C(C(=CC(=C1)OC)OC)\C=C\C(=O)C1=C(C=CC(=C1)OC)O)(F)F 2-trifluoromethyl-2'-hydroxy-4,5',6-trimethoxychalcone